2-(4-(4-(4-chlorophenyl)-1-methyl-6-oxo-1,6-dihydropyridin-3-yl)-1H-pyrazol-1-yl)-N-cyanobenzamide ClC1=CC=C(C=C1)C=1C(=CN(C(C1)=O)C)C=1C=NN(C1)C1=C(C(=O)NC#N)C=CC=C1